FC1(CNCC1OC)F 3,3-difluoro-4-methoxy-pyrrolidine